CC1=CC=CC=2N1N=NN2 5-methyltetrazolo[1,5-a]pyridin